ClC1=CC=C(CN2C(C3=C(C=4C=CC=NC24)CNC3)=O)C=C1 5-(4-chlorobenzyl)-1,2,3,5-tetrahydro-4H-pyrrolo[3,4-c][1,8]naphthyridine-4-one